C[C@H]1NC2=CC=CC=C2CC1 |r| racemic-2-methyl-tetrahydroquinoline